O1CCN(CC12CCCCC2)C2=CC(=NC(=N2)C(F)(F)F)N(C)CC2CNCCS2(=O)=O 2-(((6-(1-oxa-4-azaspiro[5.5]undecan-4-yl)-2-(trifluoromethyl)pyrimidin-4-yl)(methyl)amino)methyl)thiomorpholine 1,1-dioxide